OC1=C(C=CC=C1)C=1C=C2C(=NN1)NC[C@@H]1N2CCN(C1)CCC(=O)O (S)-3-(2-(2-hydroxyphenyl)-6a,7,9,10-tetrahydro-5H-pyrazino[1',2':4,5]pyrazino[2,3-c]pyridazin-8(6H)-yl)propanoic acid